C1(CC1)S(=O)(=O)N1CC=2NC(=NC2C1)C1=NNC2=CC(=CC=C12)C1=CC(=C(C=C1CC)O)F 4-(3-(5-(cyclopropylsulfonyl)-1,4,5,6-tetrahydropyrrolo[3,4-d]imidazol-2-yl)-1H-indazole-6-yl)-5-ethyl-2-fluorophenol